BrCC(=O)C1=CC2=C(OCCO2)C(=C1OC)OC 2-bromo-1-(7,8-dimethoxy-2,3-dihydrobenzo[b][1,4]dioxin-6-yl)ethanone